ClC1=C(C=CC(=C1)C(F)(F)F)NC(=O)C1(CCC1)N1N=CC(=C1)CN1CCN(CC1)C=1C=C2C(N(C(C2=CC1)=O)C1C(NC(CC1)=O)=O)=O N-(2-chloro-4-(trifluoromethyl)phenyl)-1-(4-((4-(2-(2,6-dioxopiperidin-3-yl)-1,3-dioxoisoindolin-5-yl)piperazin-1-yl)methyl)-1H-pyrazol-1-yl)cyclobutane-1-carboxamide